5,7,9,14,17-eicosapentaenoic acid C(CCCC=CC=CC=CCCCC=CCC=CCC)(=O)O